C(CCCCCCCCC)OC(CCCCCCC(=O)N(CCCN(C)C)C(CCCCC=CC(=O)OCC(CCCCCCCC)CCCCCC)CCCCCCCCCC)=O 2-Hexyldecyl 8-(8-(decyloxy)-N-(3-(dimethylamino)propyl)-8-oxooctanamido)-octadecenoate